ClC1=C(C=CC=C1C1=C(C(=NC=C1)C1=CC=C2C(=CN(C2=C1)C)CNC)Cl)C1=CC=C(C(=N1)OC)CNC[C@H]1CCC(N1)=O (R)-5-((((6-(2-chloro-3-(3-chloro-2-(1-methyl-3-((methylamino)methyl)-1H-indol-6-yl)pyridin-4-yl)phenyl)-2-methoxypyridin-3-yl)methyl)amino)methyl)pyrrolidin-2-one